[NH4+].P(=O)(OC1CN(C1)C(CCCCCC1=CC(=CC=C1)CCCCCC)=O)(O)O 1-[6-(3-Hexylphenyl)hexanoyl]azetidin-3-yl dihydrogen phosphate ammonium salt